(phenylimino)di-2,1-ethanediyl bis(3,6-dichloro-2-methoxybenzoate) ClC=1C(=C(C(=O)OCCN(CCOC(C2=C(C(=CC=C2Cl)Cl)OC)=O)C2=CC=CC=C2)C(=CC1)Cl)OC